C1(CCCCC1)OC(=O)NC=1C=C(C=NC1C)C1=CC2=C(N=C(S2)NCCN2CCN(CC2)CCOCCOCC(=O)O)C=C1 2-(2-(2-(4-(2-((6-(5-(((Cyclohexyloxy)carbonyl)amino)-6-methylpyridin-3-yl)benzo[d]thiazol-2-yl)amino)ethyl)piperazin-1-yl)ethoxy)ethoxy)acetic acid